FC1=NC(=CC(=C1)N(C=1SC(=C(N1)C(=O)NC1C(CC1)(C)C)C)C(=O)C=1SC=CC1)F 2-[(2,6-difluoro-4-pyridinyl)-(thiophene-2-carbonyl)amino]-N-(2,2-dimethylcyclobutyl)-5-methyl-thiazole-4-carboxamide